1-(3-fluoro-4-[[2-(1-methylpiperidin-4-ylsulfonyl)-1,6-naphthyridin-7-yl]amino]phenyl)pyrazole-3-carboxamide FC=1C=C(C=CC1NC1=NC=C2C=CC(=NC2=C1)S(=O)(=O)C1CCN(CC1)C)N1N=C(C=C1)C(=O)N